C1(CC1)CS(=O)(=O)C1=CC=C(CC2=NC3=C(N2)C(=C(C(=C3)Cl)N3CCC(CC3)(F)F)Cl)C=C1 2-(4-(cyclopropylmethylsulfonyl)benzyl)-5,7-dichloro-6-(4,4-difluoropiperidin-1-yl)-1H-benzo[d]imidazole